ClC1=NC=C(C(=N1)N[C@@H]1COCC[C@H]1C#N)F (trans)-3-((2-chloro-5-fluoropyrimidin-4-yl)amino)tetrahydro-2H-pyran-4-carbonitrile